(S)-1-((S)-8-(4'-(aminomethyl)-4-fluorobiphenyl-3-ylsulfonyl)-1-oxa-8-azaspiro[4.5]decan-3-ylamino)-3-(3-(1-(hydroxymethyl)cyclopropylsulfonyl)phenoxy)propan-2-ol NCC1=CC=C(C=C1)C1=CC(=C(C=C1)F)S(=O)(=O)N1CCC2(C[C@@H](CO2)NC[C@@H](COC2=CC(=CC=C2)S(=O)(=O)C2(CC2)CO)O)CC1